O1C[C@]12C[C@H](CCC2)NC(OC(C)(C)C)=O tert-butyl ((3S,5S)-1-oxaspiro[2.5]octan-5-yl)carbamate